C(C1=CC(C(=O)OC(C)(C)C)=CC=C1)(=O)OOC(C)(C)C dit-butyl peroxyisophthalate